2-(But-3-yn-1-yloxy)-6-(methylsulfonyl)-3-nitropyridine C(CC#C)OC1=NC(=CC=C1[N+](=O)[O-])S(=O)(=O)C